Endo-4-(4-chlorobenzyl)-2-(3-(5-methylpyridazin-4-yl)-1H-1,2,4-triazol-5-yl)-2-azabicyclo[3.1.0]hexan-3-one ClC1=CC=C(CC2C(N(C3CC23)C2=NC(=NN2)C2=CN=NC=C2C)=O)C=C1